BrC1=C(N[C@H](C)C=2C=C(C=C3C(C(=C(OC23)C=2C=NC=CC2)C)=O)C)C=CC=C1 8-[(1R)-1-(2-Bromoanilino)ethyl]-3,6-dimethyl-2-(3-pyridyl)chromen-4-one